1-methyl-N-(3-(3-(1-methyl-1H-pyrazol-4-yl)pyrazolo[1,5-a]pyridin-5-yl)-1H-pyrrolo[2,3-b]pyridin-6-yl)piperidine-4-carboxamide CN1CCC(CC1)C(=O)NC1=CC=C2C(=N1)NC=C2C2=CC=1N(C=C2)N=CC1C=1C=NN(C1)C